CC(C(=O)NC1=C(C(=O)O)C=CC=C1)=CC=1C=NC(=CC1)C(F)(F)F 2-(2-methyl-3-(6-trifluoromethylpyridin-3-yl)acrylamido)benzoic acid